3-(1-(5-((4-Carbamimidoyl-2-fluorophenoxy)carbonyl)thiazol-2-yl)piperidine-4-carboxamido)-2,2-dimethylpropanoic Acid C(N)(=N)C1=CC(=C(OC(=O)C2=CN=C(S2)N2CCC(CC2)C(=O)NCC(C(=O)O)(C)C)C=C1)F